C1(CC1)C1=C(C(=NO1)C1=C(C=CC=C1Cl)Cl)COC1CCN(CC1)C1=CC=C(C=C1)C=1C(NC(NN1)=O)=O 6-(4-(4-((5-cyclopropyl-3-(2,6-dichlorophenyl)isoxazol-4-yl)methoxy)piperidin-1-yl)phenyl)-1,2,4-triazine-3,5(2H,4H)-dione